N1C=CC=2C1=NC=C(C2)OC=2C=C(C=CC2C(=O)OC(C)(C)C)C=2CCN(CC2)C(=O)OC(C)(C)C tert-butyl 4-(3-((1H-pyrrolo[2,3-b]pyridin-5-yl)oxy)-4-(tert-butoxycarbonyl)phenyl)-3,6-dihydropyridine-1(2H)-carboxylate